4-([1,1'-biphenyl]-4-yl)-1,2,3-thiadiazole C1(=CC=C(C=C1)C=1N=NSC1)C1=CC=CC=C1